2,4-dihydroxy-4-nitroazobenzene OC1=C(C=CC(C1)([N+](=O)[O-])O)N=NC1=CC=CC=C1